[Si](C)(C)(C(C)(C)C)OC1=CC2=C(N=C(S2)C2=C3N=CC(=NC3=CC(=C2)C)COC)C(=C1)C 6-(tert-butyldimethylsilyloxy)-2-(2-(methoxymethyl)-7-methylquinoxalin-5-yl)-4-methylbenzo[d]thiazole